picolinic acid methyl ester hydrochloride Cl.COC(C1=NC=CC=C1)=O